2-benzyl-5-((4-(4-(trifluoromethyl)piperidin-1-yl)phenyl)amino)isoindolin-1-one (S)-methyl-2-(4-(2-acetyl-5-chlorophenyl)-3-methoxy-6-oxopyridazin-1(6H)-yl)-3-phenylpropionate COC([C@H](CC1=CC=CC=C1)N1N=C(C(=CC1=O)C1=C(C=CC(=C1)Cl)C(C)=O)OC)=O.C(C1=CC=CC=C1)N1C(C2=CC=C(C=C2C1)NC1=CC=C(C=C1)N1CCC(CC1)C(F)(F)F)=O